4,5-dichloro-1,8-naphthalic anhydride C1=CC(=C2C(=CC=C3C2=C1C(=O)OC3=O)Cl)Cl